3-hydroxybicyclo[3.1.0]hexane-6-carboxylic acid OC1CC2C(C2C1)C(=O)O